4-(3-hydroxyphenyl)bicyclo[2.2.2]Octane-1-carboxylic acid methyl ester COC(=O)C12CCC(CC1)(CC2)C2=CC(=CC=C2)O